BrC1=CC=C(C2=CC=CC=C12)Cl 1-bromo-4-chloronaphthalene